5-(1-((3-ethyl-2-oxo-1,5,7,8-tetrahydro-2H-pyrano[4,3-b]pyridin-7-yl)methyl)piperidin-4-yl)-6-fluoro-N-methylpicolinamide C(C)C1=CC2=C(NC1=O)CC(OC2)CN2CCC(CC2)C=2C=CC(=NC2F)C(=O)NC